2-(N-methyl-N-phenylsulfamoyl)benzoate CN(S(=O)(=O)C1=C(C(=O)[O-])C=CC=C1)C1=CC=CC=C1